C1(CC1)C=1C=C(C(=O)Cl)C=CC1F 3-cyclopropyl-4-fluorobenzoyl chloride